[Li].FC1=CC=CC=2PC3=CC=CC=C3C12 4-fluoro-9-phosphafluorene lithium salt